ClC=1C=C(C=C(C1CC1=C(C(=C(C=C1)O)C(C)C)F)Cl)/C=C(/C(=O)NC)\C (E)-3-(3,5-dichloro-4-(2-fluoro-4-hydroxy-3-isopropylbenzyl)phenyl)-N,2-dimethylacrylamide